2-(1-cyanocyclopropyl)-N-[1-[3-(5-cyano-2-pyridyl)pyrazin-2-yl]eth-yl]-6-(trifluoromethyl)pyridine-4-carboxamide C(#N)C1(CC1)C1=NC(=CC(=C1)C(=O)NC(C)C1=NC=CN=C1C1=NC=C(C=C1)C#N)C(F)(F)F